methyl 2-amino-2-cyclobutylacetate NC(C(=O)OC)C1CCC1